CC1=CC=C(C=2N1C=NN2)N 5-methyl-[1,2,4]triazolo[4,3-a]pyridin-8-amine